O=C1C=CCCN1 6-oxo-1,2,3,6-tetrahydropyridine